5-(4-((3-Ethyloxybutan-3-yl)methoxy)phenyl)-2-oxo-6-(trifluoromethyl)-1,2-dihydropyridine-3-carboxamide C(C)OC(CC)(C)COC1=CC=C(C=C1)C=1C=C(C(NC1C(F)(F)F)=O)C(=O)N